FC(CN1C(=NC2=NC=C(C=C21)C2=CNC=1N=C(N=CC12)NC1CCC(CC1)(O)C)C)F 4-((5-(1-(2,2-difluoroethyl)-2-methyl-1H-imidazo[4,5-b]pyridin-6-yl)-7H-pyrrolo[2,3-d]pyrimidin-2-yl)amino)-1-methylcyclohexan-1-ol